N-(3-(5-chloro-1H-pyrrolo[2,3-b]pyridine-3-carbonyl)-2,4-difluorophenyl)propane-1-sulfonamide ClC=1C=C2C(=NC1)NC=C2C(=O)C=2C(=C(C=CC2F)NS(=O)(=O)CCC)F